FC1=CC=C(C(=C1[C@@H]([C@@H](C=1OC(NN1)=O)NS(=O)(=O)N1CCC(CC1)C)C)C)C N-((1S,2S)-2-(6-fluoro-2,3-dimethylphenyl)-1-(5-oxo-4,5-dihydro-1,3,4-oxadiazol-2-yl)propyl)-4-methylpiperidine-1-sulfonamide